7-(Benzyloxy)-3,4-dihydroquinolin-2(1H)-one C(C1=CC=CC=C1)OC1=CC=C2CCC(NC2=C1)=O